(S)-4-(4-(2-(2,4-Diaminopteridin-6-yl)ethyl)benzamido)-5-methoxy-5-oxopentan-1-aminium trifluoroacetate FC(C(=O)[O-])(F)F.NC1=NC2=NC=C(N=C2C(=N1)N)CCC1=CC=C(C(=O)N[C@@H](CCC[NH3+])C(=O)OC)C=C1